3-[3-chloro-5-(trifluoromethyl)phenyl]-4-oxo-1-(pyrimidin-5-ylmethyl)pyrido[1,2-a]pyrimidin-1-ium-2-olate ClC=1C=C(C=C(C1)C(F)(F)F)C1=C([N+](=C2N(C1=O)C=CC=C2)CC=2C=NC=NC2)[O-]